NC=1C=2N(C3=C(N1)C=NC(=C3)C(=O)N(C)[C@@H]3COC(C1=CC(=CC=C31)Br)C)C=NC2 4-amino-N-((4S)-7-bromo-1-methylisochroman-4-yl)-N-methyl-imidazo[1,5-a]pyrido-[3,4-e]pyrazine-8-carboxamide